FC1=C(C=CC=C1)NC(C(=O)N1[C@@H](CCC1)C(=O)N[C@@H](C[C@H]1C(NCC1)=O)C(COC1=C(C(=CC(=C1F)F)F)F)=O)=O (S)-1-(2-((2-fluorophenyl)amino)-2-oxoacetyl)-N-((S)-3-oxo-1-((S)-2-oxopyrrolidin-3-yl)-4-(2,3,5,6-tetrafluorophenoxy)butan-2-yl)pyrrolidine-2-carboxamide